O=C1N(CC2=CC(=CC=C12)C(=O)N1CCCC1)C1C(NC(CC1)=O)=O 3-(1-oxo-5-(pyrrolidine-1-carbonyl)isoindolin-2-yl)piperidine-2,6-dione